C(C)(C)(C)C=1C=C(CC2=C(C=CC(=C2)F)NS(=O)(=O)C2=CC=C(C=C2)C)C=C(C1O)C(C)(C)C N-(2-(3,5-di-tert-butyl-4-hydroxybenzyl)-4-fluorophenyl)-4-methylbenzenesulfonamide